BrC1=CC=C(C=C1)NC(C(=O)O)C ((4-bromophenyl)amino)propionic acid